F[N-]C(C(C(C(C(C(F)(F)F)(F)F)(F)F)(F)F)(F)F)(F)F perfluorohexyl-amide